C(C)S(=O)(=O)C=1C=C(C=NC1C=1N(C(C(=CN1)OCC(C(F)(F)F)(F)F)=O)C)N(C(C)=O)C N-[5-ethylsulfonyl-6-[1-methyl-6-oxo-5-(2,2,3,3,3-pentafluoropropoxy)pyrimidin-2-yl]-3-pyridyl]-N-methyl-acetamide